C(C)C1=NN2C(C=C(C=C2C)N2CC3(CN(C3)C(=O)[C@@H]3OCCC3)CC2)=C1N(C=1SC(=C(N1)C1=CC=C(C=C1)F)C#N)C (R)-2-((2-ethyl-7-methyl-5-(2-(tetrahydrofuran-2-carbonyl)-2,6-diazaspiro[3.4]octane-6-yl)pyrazolo[1,5-a]pyridin-3-yl)(methyl)amino)-4-(4-fluorophenyl)thiazole-5-carbonitrile